COC(=O)C=1C(=C(C=CC1)C1=C(C=CC=C1)O)CN1N=C2C(=C1C1=C(C=CC=C1)F)CN(C2)C ((3-(2-fluorophenyl)-5-methyl-5,6-dihydropyrrolo[3,4-c]pyrazol-2(4h)-yl)methyl)-2'-hydroxy-[1,1'-biphenyl]-3-carboxylic acid methyl ester